NC=1C=CC(=NC1)C1=NC2=C(N1C1=CC=CC=C1)C=CC=C2 2-(5-aminopyridin-2-yl)-1-phenyl-benzimidazol